COC([C@H]1N(CCC1)C(NC=1SC(=C(N1)C)C=1C=NC(=C(C1)NS(=O)(=O)C1CC1)OC)=O)=O (2S)-1-(4-methyl-5-(5-cyclopropylsulfonamido-6-methoxypyridin-3-yl)-1,3-thiazol-2-ylcarbamoyl)proline methyl ester